C(C(=C)C)(=O)C1CCC(CC1)C1CCC(CC1)CCCC 4-methacryloyl-4'-butylbicyclohexane